C(C1CO1)OC(CC[Si](OC)(OC)OC)CCCCC γ-glycidoxyoctyltrimethoxysilane